N[C@@H](CCC(=O)O)C(=O)O.N[C@@H](CS)C(=O)O cysteine glutamate